6-methylimidazo[1,2-a]pyridine-2-carboxylic acid ethyl ester C(C)OC(=O)C=1N=C2N(C=C(C=C2)C)C1